C(C)OC=1C=C2C=C(NC2=CC1)C1=C(C(OC1(CCCCC)O)=C=O)C(=O)NOC 4-(5-ethoxy-1H-indol-2-yl)-5-hydroxy-N-methoxy-2-carbonyl-5-pentyl-2,5-dihydrofuran-3-carboxamide